(R)-5-[1-(2-Difluoromethyl-6-fluoro-phenyl)-piperidin-4-yl]-4-methyl-7-(2-trifluoromethyl-benzyl)-2,4,5,7-tetrahydro-pyrazolo[3,4-d]pyrimidin-6-on FC(C1=C(C(=CC=C1)F)N1CCC(CC1)N1C(N(C=2C([C@H]1C)=CNN2)CC2=C(C=CC=C2)C(F)(F)F)=O)F